BrC1=C(C=C2C(=NC(=NC2=C1F)Cl)N1CC2N(C(C1)C2)C(=O)OC(C)(C)C)Cl tert-butyl 3-(7-bromo-2,6-dichloro-8-fluoroquinazolin-4-yl)-3,6-diazabicyclo[3.1.1]heptane-6-carboxylate